ClC1=CC(=C(O[C@@H](C(=O)O)C)C=C1)C |r| dl-2-(4-chloro-2-methyl-phenoxy)propionic acid